1,3-bis(3-(imidazo[1,2-a]pyridin-2-yl)phenyl)urea N=1C(=CN2C1C=CC=C2)C=2C=C(C=CC2)NC(=O)NC2=CC(=CC=C2)C=2N=C1N(C=CC=C1)C2